methyl (1S,4r)-4-((((2S,3S,4R)-5-chloro-4-(6-cyano-2-fluoro-3-methoxyphenyl)-6-fluoro-3-methyl-2-phenyl-2,3-dihydrobenzofuran-2-yl)methyl)amino)cyclohexane-1-carboxylate ClC=1C(=CC2=C([C@@H]([C@](O2)(C2=CC=CC=C2)CNC2CCC(CC2)C(=O)OC)C)C1C1=C(C(=CC=C1C#N)OC)F)F